C[Si](C=1N=NC2(C1)CCN(CC2)C(=O)OC(C)(C)C)(C)C Tert-Butyl 3-(trimethylsilyl)-1,2,8-triazaspiro[4.5]deca-1,3-diene-8-carboxylate